C(C)(C)C1OC2=C(N(C1=O)CC(=O)N1CCN(CC1)C)C=C(C=C2C=2C1=C(C(N(C2)C)=O)NC=C1)OC 2-isopropyl-6-methoxy-8-(6-methyl-7-oxo-6,7-dihydro-1H-pyrrolo[2,3-c]pyridin-4-yl)-4-[2-(4-methylpiperazin-1-yl)-2-oxoethyl]-2H-1,4-benzoxazin-3(4H)-one